(R)-2-amino-2-(4-chlorophenyl)acetic acid N[C@@H](C(=O)O)C1=CC=C(C=C1)Cl